C1(CCC1)CC1(NC(OC2=C1C=C(C=C2)F)=O)C2=CC=CC=C2 4-cyclobutylmethyl-6-fluoro-4-phenyl-1,3-benzoxazin-2(4H)-one